2-(2,3-dichlorophenyl)-1-(1-tritylimidazol-4-yl)ethanone ClC1=C(C=CC=C1Cl)CC(=O)C=1N=CN(C1)C(C1=CC=CC=C1)(C1=CC=CC=C1)C1=CC=CC=C1